CC1=C(C=NC=2OCCNC21)N2CC=1N=C(N=CC1CC2)NC2=CC=C(C=C2)CC(=O)N2CC(C2)OC(C)C 2-{4-[(7-{8-methyl-1H,2H,3H-pyrido[2,3-b][1,4]oxazin-7-yl}-5H,6H,7H,8H-pyrido[3,4-d]pyrimidin-2-yl)amino]phenyl}-1-[3-(propan-2-yloxy)azetidin-1-yl]ethan-1-one